ClCOC1=CC=2N(N=C1)C(C(=C(N2)C(F)(F)F)C=2C=NN(C2)CC(C(F)(F)F)(F)F)=O 8-(Chloromethoxy)-3-[1-(2,2,3,3,3-pentafluoropropyl)-1H-pyrazol-4-yl]-2-(trifluoromethyl)-4H-pyrimido[1,2-b]pyridazin-4-one